C(C)(C)(C)OC(=O)C1=C(C=C(OC2CCN(CC2)C(=O)OCC2=CC=CC=C2)C=C1)I benzyl 4-(4-(tert-butoxycarbonyl)-3-iodophenoxy)piperidine-1-carboxylate